methyl (S)-1-allyl-2-((5-((tert-butoxycarbonyl)amino)-6-fluoro-1-((2-(trimethylsilyl)ethoxy)methyl)-1H-pyrrolo[3,2-b]pyridin-2-yl)methyl)-5-fluoro-3-oxoisoindoline-1-carboxylate C(C=C)[C@@]1(N(C(C2=CC(=CC=C12)F)=O)CC1=CC2=NC(=C(C=C2N1COCC[Si](C)(C)C)F)NC(=O)OC(C)(C)C)C(=O)OC